C(C)OCCCC(=O)O.C(C)OCC(=O)OCC ethyl 2-ethoxyacetate (2-ethoxyethyl acetate)